CC1(C(C(=C(C=C1CCCCC)O)C1=CC=CC=C1)O)C1OCC1 3-methyl-3-(oxetan-2-yl)-4-pentyl-[1,1'-biphenyl]-2,6-diol